propane-2-one oxime CC(C)=NO